Cl.NCCOCCOCCNC(C=CC1=CC=CC=C1)=O N-(2-(2-(2-aminoethoxy)ethoxy)ethyl)cinnamic acid amide hydrochloride